(3'-(octadecyloxy)-5'-pentadecyl-[1,1'-biphenyl]-4-yl)methanol C(CCCCCCCCCCCCCCCCC)OC=1C=C(C=C(C1)CCCCCCCCCCCCCCC)C1=CC=C(C=C1)CO